1-((1H-benzo[d]imidazol-6-yl)methyl)-3-fluoro-5-(2-(3-(2-fluorobenzyloxy)-3-phenylpropylsulfonyl)-6-methylpyrimidin-4-yl)pyridin-2(1H)-one N1C=NC2=C1C=C(C=C2)CN2C(C(=CC(=C2)C2=NC(=NC(=C2)C)S(=O)(=O)CCC(C2=CC=CC=C2)OCC2=C(C=CC=C2)F)F)=O